FC1=C2C(NN=C(C2=C(C=C1)F)C1=CC2=C(NC(=N2)NC(OC2CN(C2)C)=O)C=C1)=O 1-Methylazetidin-3-yl (5-(5,8-difluoro-4-oxo-3,4-dihydrophthalazin-1-yl)-1H-benzimidazol-2-yl)carbamate